N1N=CC2=CC=C(C=C12)C1=NC2=C(N1[C@@H](CC(=O)NCC1=NC(=NO1)CC=1SC=CC1)C(C)(C)C)C=CC=C2 (S)-3-(2-(1H-indazol-6-yl)-1H-benzo[d]imidazol-1-yl)-4,4-dimethyl-N-((3-(thiophen-2-ylmethyl)-1,2,4-oxadiazol-5-yl)methyl)pentanamide